N-(5-((6-((R)-3-(3-chloro-4-fluorophenyl)isoxazolidine-2-yl)pyrimidine-4-yl)amino)-2-(4-((S)-3,4-dimethylpiperazine-1-yl)piperidine-1-yl)-4-methoxy-phenyl)acrylamide ClC=1C=C(C=CC1F)[C@@H]1N(OCC1)C1=CC(=NC=N1)NC=1C(=CC(=C(C1)NC(C=C)=O)N1CCC(CC1)N1C[C@@H](N(CC1)C)C)OC